5-(2-hydroxy-5-(4,4,5,5-tetramethyl-1,3,2-dioxaborolan-2-yl)-1,2,3,3a,4,6a-hexahydropentalen-2-yl)-1-methyl-1H-pyrazol-3-ol OC1(CC2C=C(CC2C1)B1OC(C(O1)(C)C)(C)C)C1=CC(=NN1C)O